OC1=C(C(=O)NC2=CC=CC=C2)C(=CC(=C1)C(C)(CCCCN1CCOCC1)C)O 2,6-dihydroxy-4-(2-methyl-6-morpholinohexan-2-yl)-N-phenylbenzamide